6-chloro-2-[2-methyl-5-(2,2,2-trifluoroethyl)-1,2,4-triazol-3-yl]-3-pyridyl-ethanone ClC1=CC=C(C(=N1)C=1N(N=C(N1)CC(F)(F)F)C)C(C)=O